CN1[C@H]2[C@@](CCC1)(CCC2)COC2=NC1=C(C(=CC=C1C(=N2)N2C[C@@H]1CC[C@H](CC2)N1)C1=CC(=CC2=CC=CC=C12)O)F 4-(2-{[(4aS,7aR)-1-methyl-octahydro-1H-cyclopenta[b]pyridin-4a-yl]methoxy}-4-[(1S,6R)-3,9-diazabicyclo[4.2.1]nonan-3-yl]-8-fluoroquinazolin-7-yl)naphthalen-2-ol